nickel iron lithium manganate [Mn](=O)(=O)([O-])[O-].[Li+].[Fe+2].[Ni+2]